2-((tert-butyldimethylsilyl)oxy)-9-propyl-9H-carbazole-3-formaldehyde [Si](C)(C)(C(C)(C)C)OC1=CC=2N(C3=CC=CC=C3C2C=C1C=O)CCC